O[C@@H]1CN(CC1)C(=O)C1=CC(=C2CN(C(C2=C1)=O)C1=CC(=CC=C1)[C@@](C(C1=NN=CN1C)(F)F)(C)F)C(F)(F)F 6-((S)-3-hydroxypyrrolidine-1-carbonyl)-2-(3-((R)-1,1,2-trifluoro-1-(4-methyl-4H-1,2,4-triazol-3-yl)propan-2-yl)phenyl)-4-(trifluoromethyl)isoindolin-1-one